2-(6-hydroxy-2-phenyl-1,2,3,4-tetrahydronaphthalen-1-yl)benzamide OC=1C=C2CCC(C(C2=CC1)C1=C(C(=O)N)C=CC=C1)C1=CC=CC=C1